2-amino-3'-hydroxy-2',6'-dimethyl-5-(pyridin-2-yl)-[1,1'-biphenyl]-3-carboxamide NC1=C(C=C(C=C1C(=O)N)C1=NC=CC=C1)C1=C(C(=CC=C1C)O)C